(S)-2-((tert-butoxycarbonyl)amino)-3-ureidopropionic acid tert-butyl ester C(C)(C)(C)OC([C@H](CNC(=O)N)NC(=O)OC(C)(C)C)=O